ClC=1C=C(C=C(C1)Cl)C1=NC(=CC(=C1)CN1CCC(CC1)C[C@@H](C(=O)O)C)OC=1C=NC(=NC1)N1CCN(CC1)C (S)-3-(1-((2-(3,5-dichlorophenyl)-6-((2-(4-methylpiperazin-1-yl)pyrimidin-5-yl)oxy)pyridin-4-yl)methyl)piperidin-4-yl)-2-methylpropanoic acid